C(C)(C)(C)O tert-Butylalcohol